CN(CCCN1C(=C(C=2C(=C3C(=NC21)CCCCC3)N)C)C)C 1-(3-(dimethylamino)propyl)-2,3-dimethyl-1,5,6,7,8,9-hexahydrocyclohepta[b]pyrrolo[3,2-e]pyridine-4-amine